ONC(CCNCCN1C(=NCC1)C1=CC=CC=C1)=O N-hydroxy-3-((2-(2-phenyl-4,5-dihydro-1H-imidazol-1-yl)ethyl)amino)propanamide